2-chloro-5-(3,4-dihydro-2H-pyran-6-yl)-N-(6-morpholinopyridin-3-yl)pyrimidin-4-amine ClC1=NC=C(C(=N1)NC=1C=NC(=CC1)N1CCOCC1)C1=CCCCO1